C1(CC1)C1=C(C=CC=C1)C1CC(C1)O 3-(2-cyclopropylphenyl)cyclobutanol